(3-tolyl)(2,4,6-trimethylphenyl)iodonium trifluoromethanesulfonate FC(S(=O)(=O)[O-])(F)F.C1(=CC(=CC=C1)[I+]C1=C(C=C(C=C1C)C)C)C